BrC=1C(=NC(=CC1)Cl)CO 3-Bromo-6-chloropyridine-2-methanol